1-ethyl-6-oxo-1,6-dihydropyridine-2-carboxylic acid C(C)N1C(=CC=CC1=O)C(=O)O